2-fluoro-4-[3-(1-piperidyl)prop-1-ynyl]phenol FC1=C(C=CC(=C1)C#CCN1CCCCC1)O